C(C=C)N(CC=C)CC=C Tri-allyl-Amine